C1(CC\C=C/CCC1)N1CCN(CC1)C1=NC(=CC=C1)CF 1-[(4Z)-cyclooct-4-en-1-yl]-4-[6-(fluoromethyl)-2-pyridyl]piperazine